C(C)(=O)OC(C(C)=O)C1=NC=C(C(=C1)C)Br 1-(5-bromo-4-methylpyridin-2-yl)-2-oxopropyl acetate